N1N=CC2=C(C=CC=C12)CN1N=CC2=C(C1=O)N(C1=C2SC(=N1)CC1=NC=CC=C1)C 6-((1H-indazol-4-yl)methyl)-4-methyl-2-(pyridin-2-ylmethyl)-4,6-dihydro-5H-thiazolo[5',4':4,5]pyrrolo[2,3-d]pyridazin-5-one